COC1=CC=C(CN2N=CC(=C(C2=O)C(F)(F)F)O[C@H](CN(C(OC(C)(C)C)=O)CCC(N2CCN(CC2)C2=NC=C(C=N2)C(F)(F)F)=O)C)C=C1 tert-butyl (S)-(2-((1-(4-methoxybenzyl)-oxo-5-(trifluoromethyl)-1,6-dihydropyridazin-4-yl)oxy)propyl)(3-oxo-3-(4-(5-(trifluoromethyl)pyrimidin-2-yl)piperazin-1-yl)propyl)carbamate